4-amino-7,8-dihydropteridin-6(5H)-one NC1=NC=NC=2NCC(NC12)=O